Isobutyl(trimethoxy)silane tert-Butyl-3-azido-3-(naphthalen-1-yl)azetidine-1-carboxylate C(C)(C)(C)OC(=O)N1CC(C1)(C1=CC=CC2=CC=CC=C12)N=[N+]=[N-].C(C(C)C)[Si](OC)(OC)OC